ClC1=C(C(=CC=C1)OC(F)F)C1=NOC(=C1C(=O)Cl)C1CC1 3-[2-chloro-6-(difluoromethoxy)phenyl]-5-cyclopropyl-1,2-oxazole-4-carbonyl chloride